CN(CCC1=CC(=C(C=2C3=CC=CC=C3C=CC12)O)O)C 1-[2-(dimethylamino)ethyl]-3,4-phenanthrenediol